5-(2-Amino-[1,2,4]triazolo[1,5-a]pyridin-7-yl)-2-(methylamino)nicotinic acid, lithium salt [Li+].NC1=NN2C(C=C(C=C2)C=2C=NC(=C(C(=O)[O-])C2)NC)=N1